7-bromo-N-(2-(4,4-difluoropiperidin-1-yl)-6-methylpyridin-4-yl)-5-(6-azaspiro[2.5]octan-6-yl)quinazolin-4-amine BrC1=CC(=C2C(=NC=NC2=C1)NC1=CC(=NC(=C1)C)N1CCC(CC1)(F)F)N1CCC2(CC2)CC1